(S)-1-(3-fluoro-4-nitrophenyl)ethan-1-ol FC=1C=C(C=CC1[N+](=O)[O-])[C@H](C)O